Cl.N[C@@H](CCC(=O)N)[C@@H](C)OCC1=CC=C(C=C1)CCCCCCC1=CC2=C(N(C(N2C)=O)C2C(NC(CC2)=O)=O)C=C1 (4S,5R)-4-amino-5-[(4-[6-[1-(2,6-dioxopiperidin-3-yl)-3-methyl-2-oxo-1,3-benzodiazol-5-yl]hex-yl]phenyl)meth-oxy]hexanamide hydrochloride